COC1=C(C=C(C=C1)C1=CC=C(C=C1)CCC(=O)O)S(NC=1C=NC=2CCNC(C2C1)=O)(=O)=O 3-(4'-methoxy-3'-(N-(5-oxo-5,6,7,8-tetrahydro-1,6-naphthyridin-3-yl)sulfamoyl)-[1,1'-biphenyl]-4-yl)propanoic acid